aminonorbornyl-formate NC1C2(CCC(C1)C2)C(=O)[O-]